4-(1H-tetrazol-5-yl)pyridine N1N=NN=C1C1=CC=NC=C1